4,6-diiodophenol IC1=CC=C(C(=C1)I)O